C1(CCCCC1)N1/C(/S\C(\C1=O)=C\1/C(NC2=CC=C(C=C12)[N+](=O)[O-])=O)=N/C1=CC=C(C=C1)S(=O)(=O)N 4-(((Z)-3-cyclohexyl-5-((Z)-5-nitro-2-oxoindolin-3-ylidene)-4-oxothiazolidin-2-ylidene)amino)benzenesulphonamide